ClC=1C=C(C=CC1N1N=CN=C1C)NC(=O)C=1C=NN(C1C(F)(F)F)C1=CN=CC2=CC=CC=C12 N-(3-chloro-4-(5-methyl-1H-1,2,4-triazol-1-yl)phenyl)-1-(isoquinolin-4-yl)-5-(trifluoromethyl)-1H-pyrazole-4-carboxamide